ClC1=CC=C(C=C1)[C@@H](NC(=O)N1[C@@H](C(NCC1)=O)C)C=1C=NC(=CC1)OCC(F)(F)F (2R)-N-((R)-(4-chlorophenyl)(6-(2,2,2-trifluoroethoxy)pyridin-3-yl)methyl)-2-methyl-3-oxopiperazine-1-carboxamide